1-cyclobutyl-N-{2,3-dimethoxy-6H,7H,8H-cyclopenta[b]1,5-naphthyridin-9-yl}piperidin-4-amine C1(CCC1)N1CCC(CC1)NC1=C2C(=NC3=CC(=C(N=C13)OC)OC)CCC2